C(N)(=O)CNC1=NC(=CC=C1C1=CC2(CC(C2)(F)F)CCN1C(=O)OC(C)(C)C)C(=O)OC tert-butyl 6-{2-[(carbamoylmethyl)amino]-6-(methoxycarbonyl) pyridin-3-yl}-2,2-difluoro-7-azaspiro[3.5]non-5-ene-7-carboxylate